3-(5-(1-(4-((4-(6-aminopyridin-3-yl)piperidin-1-yl)methyl)phenyl)-4-hydroxypiperidin-4-yl)-1-oxoisoindolin-2-yl)piperidine-2,6-dione NC1=CC=C(C=N1)C1CCN(CC1)CC1=CC=C(C=C1)N1CCC(CC1)(O)C=1C=C2CN(C(C2=CC1)=O)C1C(NC(CC1)=O)=O